[Si](C)(C)(C(C)(C)C)OC(C#C\C(=C/C=O)\C1=CC=C(C=C1)OC)(C#C[Si](C(C)C)(C(C)C)C(C)C)C1=CC=CC=C1 (Z)-6-((tert-butyldimethylsilyl)oxy)-3-(4-methoxyphenyl)-6-phenyl-8-(triisopropylsilyl)oct-2-ene-4,7-diyne-1-aldehyde